C1(CCC1)N1C(C(N(C=C1)CC1=CC(=NN1)C1=CC=CC=C1)=O)=O 1-cyclobutyl-4-((3-phenyl-1H-pyrazol-5-yl)methyl)-1,4-dihydropyrazine-2,3-dione